(S)-2-methoxy-1-(4-morpholino-6-(3-(m-tolyl)-1H-pyrazol-1-yl)pyrimidin-2-yl)ethan-1-ol COC[C@@H](O)C1=NC(=CC(=N1)N1CCOCC1)N1N=C(C=C1)C=1C=C(C=CC1)C